Cl.NC12[C@@H](OC(C1)(C2)C)C2=NC=1C(=NC=CC1C1CCN(CC1)C(=O)C1=C(C=C(C=C1)OC(F)(F)F)N)N2 |r| (rac)-[4-[2-(4-amino-1-methyl-2-oxabicyclo[2.1.1]hexan-3-yl)-3H-imidazo[4,5-b]pyridin-7-yl]-1-piperidyl]-[2-amino-4-(trifluoromethoxy)phenyl]methanone hydrochloride